(2S,2'S)-2,2'-[6-oxa-3,9,15-triazabicyclo[9.3.1]pentadeca-1(15),11,13-triene-3,9-diyl]dipentanedioic acid C1=2CN(CCOCCN(CC(=CC=C1)N2)[C@H](C(=O)O)CCC(=O)O)[C@H](C(=O)O)CCC(=O)O